methyl 2-(6-bromo-1H-pyrrolo[2,3-b]pyridin-2-yl)-1-cyclopropyl-1H-benzo[d]imidazole-5-carboxylate BrC1=CC=C2C(=N1)NC(=C2)C2=NC1=C(N2C2CC2)C=CC(=C1)C(=O)OC